3-[4-[1-[2-(4-piperidyl)ethyl]-4-piperidyl]anilino]piperidine-2,6-dione N1CCC(CC1)CCN1CCC(CC1)C1=CC=C(NC2C(NC(CC2)=O)=O)C=C1